NC1=CC=C(C=C1)CCN1[C@H](O[C@@H](C1=O)CC)C=1C(=NN(C1)C1=CC=C(C=C1)Br)C1=CC=C(C=C1)F (2r,5r)-3-(4-aminophenyl-ethyl)-2-(1-(4-bromophenyl)-3-(4-fluorophenyl)-1H-pyrazol-4-yl)-5-ethyloxazolidin-4-one